(1-(1-benzoyl-2,3-dihydro-1H-pyrido[2,3-b][1,4]oxazin-6-yl)ethyl)-4-chlorobenzamide C(C1=CC=CC=C1)(=O)N1C2=C(OCC1)N=C(C=C2)C(C)C2=C(C(=O)N)C=CC(=C2)Cl